C(C=C)(=O)OCCC(CCOC)=O 2-propenoic acid, 5-methoxy-3-oxopentyl ester